7-cyano-2,2-dimethyl-N-phenylethyl-3,4-dihydroquinoline-1(2H)-carboxamide C(#N)C1=CC=C2CCC(N(C2=C1)C(=O)NCCC1=CC=CC=C1)(C)C